C1=CC(=C(C=C1[N+](=O)[O-])Br)Br 3,4-dibromonitrobenzene